2,6-bis[(di-tert-butylphosphino)methyl]pyridine silver [Ag].C(C)(C)(C)P(C(C)(C)C)CC1=NC(=CC=C1)CP(C(C)(C)C)C(C)(C)C